N-tert-butyl-2-[(2-{4-[2-(methylamino)ethoxy]pyridin-2-yl}-5H,6H,7H-cyclopenta[d]pyrimidin-4-yl)amino]acetamide C(C)(C)(C)NC(CNC=1C2=C(N=C(N1)C1=NC=CC(=C1)OCCNC)CCC2)=O